1,2-dimethyl 4-bromo-3-{[(7S)-8-(tert-butoxycarbonyl)-1,4-dioxa-8-azaspiro[4.5]decan-7-yl]methoxy}phthalate BrC=1C(=C(C(C(=O)OC)=CC1)C(=O)OC)OC[C@@H]1CC2(OCCO2)CCN1C(=O)OC(C)(C)C